FC1=CC(=C2CCN(C2=C1)C=1C=C(C=2N(N1)C(=CN2)C(=O)N[C@H]2[C@@H](CC2)OC)N(C)CC2=CC=C(C=C2)OC)C=O 6-(6-fluoro-4-formylindolin-1-yl)-8-((4-methoxybenzyl)(methyl)amino)-N-((1R,2R)-2-methoxycyclobutyl)imidazo[1,2-b]pyridazine-3-carboxamide